C(C)OC=1C(=CNC(C1)=O)C1=C(C(=C(C=C1)CC(=O)NC=1C=C(C(=O)NCCN2CCN(CC2)C)C=C(C1)C(F)(F)F)F)C1=CNC(C=C1OCC)=O 3-(2-(4-(4-ethoxy-6-oxo-1H-pyridin-3-yl)(4-ethoxy-6-oxo-1H-pyridin-3-yl)-2-fluorophenyl)acetamido)-N-(2-(4-methylpiperazin-1-yl)ethyl)-5-(trifluoromethyl)benzamide